BrC=1C(=C(C=C(C1)F)C(C)=O)O 1-(3-Bromo-5-fluoro-2-hydroxy-phenyl)ethanone